4-chloro-N-{4-[(1,1-dioxo-1lambda~6~,4-thiazinan-4-yl)methyl]phenyl}benzamide ClC1=CC=C(C(=O)NC2=CC=C(C=C2)CN2CCS(CC2)(=O)=O)C=C1